C(C1=CC=CC=C1)N1C=C(C2=CC=CC=C12)CCN(S(=O)(=O)C)C#CC1=CC=C(C=C1)Br N-(2-(1-benzyl-1H-indol-3-yl)ethyl)-N-((4-bromophenyl)ethynyl)methanesulfonamide